C[Si](C1=CC=C(C=C1)C=C)(OCCC)C dimethylpropoxy(4-vinylphenyl)silane